C(#N)CCNC1CCN(CC1)C1=CC=C(C=C1)CCC(=O)OC(C)(C)C tert-butyl 3-[4-[4-(2-cyanoethylamino)-1-piperidyl]phenyl]propanoate